COC1=CC=C(C=C1)CCCCO 4-(p-methoxyphenyl)-1-butanol